C(C)C(CCC(=O)OC)(CC)C1=NC(=CN=C1)NC1=C(C=C(C(=C1)F)F)F methyl 4-ethyl-4-[6-(2,4,5-trifluoroanilino)pyrazin-2-yl]hexanoate